F[B-](F)(F)F.F[S+](N1CCOCC1)F difluoro(4-morpholinyl)sulfonium tetrafluoroborate